ClC=1C=C(C=CC1OC(F)F)NC=1C2=C(N=CN1)C=C(C(=N2)O[C@@H]2CNCC2)F N-[3-Chloro-4-(difluoromethoxy)phenyl]-7-fluoro-6-[(3S)-pyrrolidin-3-yl]oxy-pyrido[3,2-d]pyrimidin-4-amine